2-((3-(2,6-Dioxopiperidin-3-yl)-1-methyl-1H-indazol-6-yl)oxy)-N-(pyridazin-3-yl)acetamide O=C1NC(CCC1C1=NN(C2=CC(=CC=C12)OCC(=O)NC=1N=NC=CC1)C)=O